[Cl-].[Cl-].[SiH3][Zr+2](C1(C(=C(C(=C1)C)C)C)C)NC(C)(C)C silyl-(N-t-butylamino)(tetramethylcyclopentadienyl)zirconium dichloride